S(=O)(=O)(OCCC[C@@H]1C(NCC1)=O)[O-] 3-((S)-2-oxopyrrolidin-3-yl)propyl sulfate